N=[PH2+] phosphine imide